O=C1CCN(CC1)C#N 4-oxopiperidine-1-carbonitrile